1,3-dimethyl-1H-pyrazole-4-carboxylic acid methyl ester COC(=O)C=1C(=NN(C1)C)C